COCOC1=C(C=CC(=C1)C(F)(F)F)C=1C=2N(C(=NN1)NC1CN(CCC1)C(=O)[O-])N=CC2 3-((4-(2-(methoxymethoxy)-4-(trifluoromethyl)phenyl)pyrazolo[1,5-d][1,2,4]triazin-7-yl)amino)piperidine-1-carboxylate